CN1N=CC(=C1)C=1C=CC=2N(C1)N=CC2N2CCN(CC2)C2=NC=C(C=N2)C(=O)C2CCOCC2 (2-{4-[6-(1-methyl-1H-pyrazol-4-yl)pyrazolo[1,5-a]pyridin-3-yl]piperazin-1-yl}pyrimidin-5-yl)(tetrahydro-2H-pyran-4-yl)methanone